(2S)-2-[4,5-dichloro-2-(4-butoxy-4,5-dihydroisoxazol-3-yl)phenoxy]propionic acid methyl ester COC([C@H](C)OC1=C(C=C(C(=C1)Cl)Cl)C1=NOCC1OCCCC)=O